FC=1C=C2C(=NC=NC2=CC1)N1CC=2C=C(C=NC2CC1)NC=1N(N=CC1)C 6-(6-fluoroquinazolin-4-yl)-N-(2-methylpyrazol-3-yl)-7,8-dihydro-5H-1,6-naphthyridin-3-amine